C(C)(C)(C)OC(=O)N1CC(CC1)(C)OCCO[Si](C)(C)C(C)(C)C 3-(2-(t-butyldimethylsilyloxy)ethoxy)-3-methylpyrrolidine-1-carboxylic acid tert-butyl ester